FC1=C(C(=O)O)C=CC(=C1OC(C)C)C(NS(=O)(=O)N1CCCC1)=O 2-fluoro-3-isopropoxy-4-((pyrrolidin-1-ylsulfonyl)carbamoyl)benzoic acid